(R)-3-[6-({4-[2-amino-6-(3-cyano-2-fluorophenyl)-4-pyrimidinyl]-1H-1,2,3-triazol-1-yl}methyl)-2-pyridinyl]-3-methylpentanoic acid NC1=NC(=CC(=N1)C=1N=NN(C1)CC1=CC=CC(=N1)[C@@](CC(=O)O)(CC)C)C1=C(C(=CC=C1)C#N)F